ClC=1C=C(CC2(NC=CC=C2C=2N=NN(C2)C=2C=CC=C3C=CC(OC23)=O)C(=O)N)C=CC1 2-(3-chlorobenzyl)-3-(1-(2-oxo-2H-chromen-8-yl)-1H-1,2,3-triazol-4-yl)picolinamide